4-[(3-{4-[(1,5-dihydroxypentan-3-yl)amino]-1-(2,2,2-trifluoroethyl)-1H-indol-2-yl}prop-2-yn-1-yl)amino]-3-methoxybenzene-1-sulfonamide OCCC(CCO)NC1=C2C=C(N(C2=CC=C1)CC(F)(F)F)C#CCNC1=C(C=C(C=C1)S(=O)(=O)N)OC